C(C)(C)(C)OC(=O)N1CCC2(CC1)CCC(CC2)=C(C(=O)OCC)C(=O)OCC diethyl 2-(3-(tert-butoxycarbonyl)-3-azaspiro[5.5]undecan-9-ylidene)malonate